methyl-(2R,6R)-4-(8-bromo-5-quinolyl)-6-methyl-morpholine CC1N(C[C@H](OC1)C)C1=C2C=CC=NC2=C(C=C1)Br